FC1=CC(=C(C=C1F)C1=NN=C(C2=CC=CC=C12)NC[C@@H](CO)O)O (2S)-3-[[4-(4,5-difluoro-2-hydroxy-phenyl)phthalazin-1-yl]amino]propane-1,2-diol